pyridazine-3-carboxylic acid amide N1=NC(=CC=C1)C(=O)N